trans-1,1'-(1,4-cyclohexandiyl)bis(1-methylpyrrolidinium) diiodide [I-].[I-].[C@H]1(CC[C@H](CC1)[N+]1(CCCC1)C)[N+]1(CCCC1)C